CC=1C=C(C=C(C1)C1=CC=CC=C1)OC 3-Methyl-5-phenylanisole